1-(tertbutyl) 3-methyl 5-(2-bromo-6-chloropyridin-4-yl)piperazine-1,3-dicarboxylate BrC1=NC(=CC(=C1)C1NC(CN(C1)C(=O)OC(C)(C)C)C(=O)OC)Cl